2-(6-hydrazinopyridin-3-yl)-5-phenylthiazole N(N)C1=CC=C(C=N1)C=1SC(=CN1)C1=CC=CC=C1